Ethyl (R)-1-(2-((6-((R)-3-(2-ethoxyphenoxy)piperidin-1-yl)pyrazin-2-yl)amino)pyrimidine-4-yl)piperidine-3-carboxylate C(C)OC1=C(O[C@H]2CN(CCC2)C2=CN=CC(=N2)NC2=NC=CC(=N2)N2C[C@@H](CCC2)C(=O)OCC)C=CC=C1